C(C1=CC=CC=C1)NC1=NC(=NN2C1=CC=C2[C@H]2NCC(C2)F)N2C(=CC1=CC=CC=C21)C (S)-1-(4-(benzylamino)-7-(4-fluoropyrrolidin-2-yl)pyrrolo[2,1-f][1,2,4]triazin-2-yl)-2-methyl-1H-indole